N1C[C@H](CC1)N1C=CC2=C(C=CC=C12)N1CNCC=C1 (s)-1-(1-(Pyrrolidin-3-yl)-1H-indol-4-yl)dihydropyrimidine